C(C1=CC=CC=C1)OC=1C=C(C=CC1)CCCOC[C@]1(C(CCC1)N=C(C1=CC=CC=C1)C1=CC=CC=C1)C(=O)OC methyl (1S,3S)-1-((3-(3-(benzyloxy)phenyl)propoxy)methyl)-((diphenylmethylene)amino)cyclopentane-1-carboxylate